8-(4-(3-(6,7-dimethoxy-3,4-dihydroisoquinolin-2(1H)-yl)-3-oxoprop-1-en-1-yl)-2-methoxyphenoxy)-N-hydroxyoctanoamide COC=1C=C2CCN(CC2=CC1OC)C(C=CC1=CC(=C(OCCCCCCCC(=O)NO)C=C1)OC)=O